ClC1=CC(=C(C=C1)I)C 4-chloro-1-iodo-2-methylbenzene